N-(2-carbamoylpyridin-4-yl)-3-(3,4-difluoro-2-methoxyphenyl)-5,5-bis(trifluoromethyl)-oxazolidine-2-carboxamide C(N)(=O)C1=NC=CC(=C1)NC(=O)C1OC(CN1C1=C(C(=C(C=C1)F)F)OC)(C(F)(F)F)C(F)(F)F